[F-].C(CC)[N+]1=C(C=CC=C1)C 1-propyl-2-methylpyridinium fluoride salt